chloroindenocarbazole-d14 ClC1=CC=CC2=NC3=C4C(C(C(C3=C12)([2H])[2H])([2H])[2H])(C1(C(C(C(C(C1=C4)([2H])[2H])([2H])[2H])([2H])[2H])([2H])[2H])[2H])[2H]